C(C)(C)(C)OC(=O)N1CC2=C(CC1)C(NO2)=O.NC2=C(C=CC=C2)NC(C2=CC=C(C=C2)CNC2=NC=CC(=N2)C=2C=NC=CC2)=O N-(2-aminophenyl)-4-({[4-(pyridin-3-yl)pyrimidin-2-yl]amino}methyl)benzamide tert-butyl-3-oxo-3,4,5,7-tetrahydroisoxazolo[5,4-c]pyridine-6(2H)-carboxylate